COC1=CC=C(C=C1)C=1C(=NC=2N(C1)N=C(C2C2=CC=CC=C2)C2=CC=CC=C2)NC2=NN(N=C2)COCC[Si](C)(C)C 6-(4-methoxyphenyl)-2,3-diphenyl-5-((2-((2-(trimethylsilyl)ethoxy)methyl)-2H-1,2,3-triazol-4-yl)amino)pyrazolo[1,5-a]Pyrimidin